2-[1-(4,4-dichlorocyclohexyl)piperidin-4-yl]-6-fluoro-3-oxo-2,3-dihydro-1H-isoindole-4-carboxamide ClC1(CCC(CC1)N1CCC(CC1)N1CC=2C=C(C=C(C2C1=O)C(=O)N)F)Cl